3-(3-chloro-4-fluorophenyl)-1-(2-methoxypyridin-4-yl)-1-((1-(tetrahydro-2H-pyran-2-yl)-4,6-dihydro-1H-furo[3,4-c]pyrazol-3-yl)methyl)urea ClC=1C=C(C=CC1F)NC(N(CC=1C2=C(N(N1)C1OCCCC1)COC2)C2=CC(=NC=C2)OC)=O